FC=1C=C(C=CC1F)CNC(C1=CC=C(S1)C1=C(C(=NC(=C1C(N)=O)CC(C)C)CCC1=CC=C(C=C1)F)C1=NC(=NO1)C(F)(F)F)=O N-(3,4-difluorophenyl)methyl-5-{5-carbamoyl-2-[2-(p-fluorophenyl)ethyl]-6-isobutyl-3-[3-(trifluoromethyl)-1,2,4-oxadiazol-5-yl]-4-pyridyl}-2-thenamide